NC1=NC(=C(C(=C1C#N)C1=CC=C(C=C1)OC1COC1)C#N)OCC1COC1 2-amino-6-(oxetan-3-ylmethoxy)-4-(4-(oxetan-3-yloxy)phenyl)pyridine-3,5-dicarbonitrile